N1=CC=C(C2=CC=CC=C12)N1C=NC(=C1)N 1-(quinolin-4-yl)-1H-imidazol-4-amine